(2S,3R,4R)-1-acetyl-2-cyclopropyl-4-((3-fluorophenyl)amino)-3-methyl-1,2,3,4-tetrahydroquinoline-6-carboxamide C(C)(=O)N1[C@H]([C@@H]([C@H](C2=CC(=CC=C12)C(=O)N)NC1=CC(=CC=C1)F)C)C1CC1